N-methyl-5-((1S,6R)-5-((6-oxo-6,8,9,10-tetrahydro-5H-pyrano[2,3-c][1,5]naphthyridin-3-yl)methyl)-2,5-diazabicyclo[4.2.0]octan-2-yl)picolinamide CNC(C1=NC=C(C=C1)N1[C@H]2CC[C@H]2N(CC1)CC1=CN=C2C3=C(C(NC2=C1)=O)OCCC3)=O